N-(3-(2-((4-(4-methylpiperazin-1-yl)phenyl)amino)quinazolin-8-yl)phenyl)acrylamide hydrochloride Cl.CN1CCN(CC1)C1=CC=C(C=C1)NC1=NC2=C(C=CC=C2C=N1)C=1C=C(C=CC1)NC(C=C)=O